2-(4-(1-(2,6-bis(benzyloxy)pyridin-3-yl)-3-methyl-2-oxo-2,3-dihydro-1H-benzo[d]imidazol-5-yl)-3-methoxyphenyl)acetic acid C(C1=CC=CC=C1)OC1=NC(=CC=C1N1C(N(C2=C1C=CC(=C2)C2=C(C=C(C=C2)CC(=O)O)OC)C)=O)OCC2=CC=CC=C2